Tert-butyl 4-chloro-3-iodo-1H-indazole-1-carboxylate ClC1=C2C(=NN(C2=CC=C1)C(=O)OC(C)(C)C)I